ClC=1C(N(N=CC1NC[C@H]1COCCC1)C1CCC(CC1)C(=O)N1CCCC1)=O 4-chloro-2-((1s,4R)-4-(pyrrolidine-1-carbonyl)cyclohexyl)-5-((((S)-tetrahydro-2H-pyran-3-yl)methyl)amino)pyridazin-3(2H)-one